N-(2-bromopyridin-4-yl)-N-(2,2-difluoroethyl)-5-fluoro-2-hydrazineylpyrido[3,4-d]pyrimidin-4-amine BrC1=NC=CC(=C1)N(C=1C2=C(N=C(N1)NN)C=NC=C2F)CC(F)F